NC1=NC=C(C=N1)C=1C=C(OC2=C(C=C(C=C2)NC(=O)C=2C(N(C=CC2OCC)C2=CC=C(C=C2)F)=O)F)C=CC1OCC1=CC=CC=C1 N-(4-(3-(2-aminopyrimidin-5-yl)-4-(benzyloxy)phenoxy)-3-fluorophenyl)-4-ethoxy-1-(4-Fluorophenyl)-2-oxo-1,2-dihydropyridine-3-carboxamide